ClC=1C=C(NC2(CCC3(C(CC4=CC=CC=C34)CCCOC3CCOCC3)CC2)C(=O)O)C=CC1 (1r,4r)-4-(3-Chloroanilino)-2'-{3-[(oxan-4-yl)oxy]propyl}-2',3'-dihydro-spiro[cyclohexane-1,1'-indene]-4-carboxylic acid